C(C1=CC=CC=C1)OC1=CC=C(C=C1)N1C(C(CC1)O)=O 1-(4-(benzyloxy)phenyl)-3-hydroxypyrrolidin-2-one